FC(C1=C(C=CC=C1)[C@@H]1C[C@@H]([C@H](CC1)NC(OC(C)(C)C)=O)NC(OC(C)(C)C)=O)(F)F |r| rac-di-tert-butyl ((1S,2S,4S)-4-(2-(trifluoromethyl)phenyl)cyclohexane-1,2-diyl)dicarbamate